C[C@@H](C(=O)N[C@@H](C1CCCCC1)C(=O)N2CCC[C@H]2C3=NC(=CS3)C(=O)C4=CC=C(C=C4)F)NC (S)-N-((S)-1-cyclohexyl-2-((S)-2-(4-(4-fluorobenzoyl)thiazol-2-yl)pyrrolidin-1-yl)-2-oxoethyl)-2-(methylamino)propanamide